lithium dithiophosphate boron trifluoride B(F)(F)F.P(=S)([S-])([O-])[O-].[Li+].[Li+].[Li+]